O=C1NC(CCC1N1C(C2=CC=C(C=C2C1=O)OCCC1=CN=NN1CCOCCOCCNC([O-])=O)=O)=O [2-[2-[2-[5-[2-[2-(2,6-dioxo-3-piperidyl)-1,3-dioxo-isoindolin-5-yl]oxyethyl]triazol-1-yl]ethoxy]ethoxy]ethyl]carbamate